2,4-difluorobenzenethiol FC1=C(C=CC(=C1)F)S